CC1C=C2CCCCCCCCCCC(C1)O2 14-methyl-16-oxabicyclo[10.3.1]hexadecan-12-ene